glycidyl caprylate lactate C(C(O)C)(=O)O.C(CCCCCCC)(=O)OCC1CO1